4-ethyl-5,6-dihydro-4H-pyrrolo[1,2-b]pyrazol-2-amine C(C)C1CCN2N=C(C=C21)N